1,2-dimercaptopropan-3-ol SCC(CO)S